C(CCC)(=O)O.C(CCC)(=O)O.C(CCC)(=O)O.CC(CO)(C(C(C)C)O)C 2,2,4-trimethyl-1,3-pentanediol tributyrate